tert-butyl 4-((2-(N-(2-chloro-5-(trifluoromethyl)phenyl)phenylsulfonamido)-acetamido)-methyl)piperidine-1-carboxylate ClC1=C(C=C(C=C1)C(F)(F)F)N(S(=O)(=O)C1=CC=CC=C1)CC(=O)NCC1CCN(CC1)C(=O)OC(C)(C)C